S1SCC(C1)C(=O)O 1,2-Dithiolane-4-carboxylic acid